C(C)OC1=C(\C(\CC(C1)(C)C)=C\C[OH2+])C1=CC=NC=C1 (E)-[3-ethoxy-5,5-dimethyl-2-(4-pyridyl)cyclohex-2-en-1-ylidene]ethyl-oxonium